FC=1C=C(OCC2[C@H]3CN(C[C@@H]23)C2=CN=C3C(=N2)N(C(=N3)C3=NC(=CC=C3)C(F)(F)F)C)C=C(C1)F 6-((1R,5S,6R)-6-((3,5-difluorophenoxy)methyl)-3-azabicyclo[3.1.0]hexane-3-yl)-1-methyl-2-(6-(trifluoromethyl)pyridin-2-yl)-1H-imidazo[4,5-b]pyrazine